BrC=1C=NN(C1CBr)C 4-bromo-5-(bromomethyl)-1-methyl-1H-pyrazole